ClCC(=O)NC=1SC2=C(N1)C=CC(=C2)C=2C=C(C(=NC2)C)NC(OC2CCCCC2)=O cyclohexyl (5-(2-(2-chloroacetamido)benzo[d]thiazol-6-yl)-2-methylpyridin-3-yl)carbamate